C1(CCCCC1)CCCOC=1C=C(NC2=C(C=C(C=C2)OCC2=NC=CC=C2)C2CC2)C=CC1 3-(3-Cyclohexylpropoxy)-N-(2-cyclopropyl-4-(pyridin-2-ylmethoxy)phenyl)aniline